Cl.C(C)(C)OCC[C@H](NC)C(=O)OCC1=CC(=NC(=C1)Cl)Cl (2,6-Dichloropyridin-4-yl)methyl O-isopropyl-N-methyl-L-homoserinate hydrochloride